2-[4'-fluoro-2'-(4-methyl-1,2,4-triazol-3-yl)-[1,1'-biphenyl]-3-yl]-7-(trifluoromethyl)-1,3-benzoxazole-5-carboxylic acid methyl ester COC(=O)C=1C=C(C2=C(N=C(O2)C=2C=C(C=CC2)C2=C(C=C(C=C2)F)C2=NN=CN2C)C1)C(F)(F)F